4-(4-pyridylmethyl)phthalazine N1=CC=C(C=C1)CC1=NN=CC2=CC=CC=C12